Methyl 2-[4-[(Z)-3-(3-hydroxyphenyl)prop-2-enoyl]phenoxy]acetate OC=1C=C(C=CC1)\C=C/C(=O)C1=CC=C(OCC(=O)OC)C=C1